N-(2,8-dimethylimidazo[1,2-b]pyridazin-6-yl)-8-fluoro-6-(piperazin-1-yl)isoquinolin-1-amine bis(2,2,2-trifluoroacetate) FC(C(=O)O)(F)F.FC(C(=O)O)(F)F.CC=1N=C2N(N=C(C=C2C)NC2=NC=CC3=CC(=CC(=C23)F)N2CCNCC2)C1